((5-bromo-2-fluorobenzyl)oxy)(tert-butyl)dimethylsilane BrC=1C=CC(=C(CO[Si](C)(C)C(C)(C)C)C1)F